2-((1-(2-cyanopropan-2-yl)-3-isopropoxy-1H-pyrazol-4-yl)amino)-7-((3r,4r)-4-methoxytetrahydrofuran-3-yl)-7H-pyrrolo[2,3-d]pyrimidine-6-carbonitrile C(#N)C(C)(C)N1N=C(C(=C1)NC=1N=CC2=C(N1)N(C(=C2)C#N)[C@@H]2COC[C@@H]2OC)OC(C)C